(S)-4-(1-(5-chloro-1H-indazol-7-yl)-1-hydroxy-2-methylpropan-2-yl)piperidine-1-carboxylic acid tert-butyl ester C(C)(C)(C)OC(=O)N1CCC(CC1)C([C@H](O)C=1C=C(C=C2C=NNC12)Cl)(C)C